N-(4-((R)-2-(4-chloro-2,5-difluorophenyl)propyl)-6-(((R)-1-hydroxy-4-methylpentan-2-yl)amino)-1,3,5-triazin-2-yl)methanesulfonamide ClC1=CC(=C(C=C1F)[C@@H](CC1=NC(=NC(=N1)N[C@@H](CO)CC(C)C)NS(=O)(=O)C)C)F